2-(1H-Indol-4-yl)-1H-benzo[d]imidazol-5-amine N1C=CC2=C(C=CC=C12)C1=NC2=C(N1)C=CC(=C2)N